2-(4-hydroxy-2-(2-(4-phenoxyphenyl)acetamido)pyrimidine-5-carboxamido)acetic acid OC1=NC(=NC=C1C(=O)NCC(=O)O)NC(CC1=CC=C(C=C1)OC1=CC=CC=C1)=O